tert-butyl 6-{6-ethynyl-3-[2-(methoxymethoxy)phenyl]cinnolin-7-yl}-2,6-diazaspiro[3.3]heptane-2-carboxylate C(#C)C=1C=C2C=C(N=NC2=CC1N1CC2(CN(C2)C(=O)OC(C)(C)C)C1)C1=C(C=CC=C1)OCOC